(trimethylsilyl)propylene C[Si](C)(C)C=CC